N(=NC(C(=O)NC(C)(CO)CO)(C)C)C(C(=O)NC(C)(CO)CO)(C)C 2,2'-azobis(2-methyl-N-[1,1-bis(hydroxy-methyl)ethyl]propionamide)